5-butyl-5-(5-oxo-5,6-dihydro-12H-[1,3]dioxolo[4',5':5,6]indolo[3,2-c]isoquinolin-12-yl)pentanoic acid hydrazide C(CCC)C(CCCC(=O)NN)N1C2=CC3=C(C=C2C=2NC(C4=CC=CC=C4C21)=O)OCO3